1-(4-chloro-2,6-difluorobenzyl)-3,4-dimethyl-2-oxo-N-(2,4,6-trifluorobenzyl)-1,2,3,4-tetrahydroquinazoline-7-carboxamide ClC1=CC(=C(CN2C(N(C(C3=CC=C(C=C23)C(=O)NCC2=C(C=C(C=C2F)F)F)C)C)=O)C(=C1)F)F